(3,6-difluoro-9H-carbazol-9-yl)-3-(3-fluoro-9H-carbazol-9-yl)-2-propanol FC=1C=CC=2N(C3=CC=C(C=C3C2C1)F)CC(CN1C2=CC=CC=C2C=2C=C(C=CC12)F)O